C(C(C)C)C1=NC(=NN1)C=1C=NC2=CC=C(C=C2C1NC(C)C)C=1C=NNC1 3-(5-Isobutyl-1H-1,2,4-triazol-3-yl)-N-isopropyl-6-(1H-pyrazol-4-yl)quinolin-4-amine